ClC1=C(C=CC=C1)N1C(N=C(C2=C1N=C(C=C2)C(F)(F)F)NCCS(=O)(=O)N(C)C)=O 2-((1-(2-Chlorophenyl)-2-oxo-7-(trifluoromethyl)-1,2-dihydropyrido[2,3-d]pyrimidin-4-yl)amino)-N,N-dimethylethanesulfonamide